methyl 1-((3,3-difluorocyclopentyl)methyl)-3-hydroxy-4-(trifluoromethyl)-1H-pyrazole-5-carboxylate FC1(CC(CC1)CN1N=C(C(=C1C(=O)OC)C(F)(F)F)O)F